COC1=CC(=NC=C1)N1N=CC(=C1)CO (1-(4-methoxypyridin-2-yl)-1H-pyrazol-4-yl)methanol